dichloro(1,3-di-1-propylphenylimidazolidin-2-ylidene){2-[(ethoxy-2-oxoethylidene)amino]benzylidene}ruthenium(II) Cl[Ru-4](=CC1=C(C=CC=C1)N=CC(=O)OCC)(=C1N(CCN1)C1(CC(=CC=C1)CCC)CCC)Cl